[N+](=O)([O-])/C(/CCCCCCCC(=O)O)=C/CCCCCCCC 9-Nitrooleic acid